methyl (E)-4-[methyl-[2-[2-[2-[2-[2-(p-tolylsulfonyloxy) ethoxy]ethoxy]ethoxy]ethoxy]ethyl]amino]but-2-enoate CN(C/C=C/C(=O)OC)CCOCCOCCOCCOCCOS(=O)(=O)C1=CC=C(C=C1)C